(3S,4R)-1-benzyl-3-methyl-1,6-diazaspiro[3.4]octane oxalate C(C(=O)O)(=O)O.C(C1=CC=CC=C1)N1C[C@@H]([C@]12CNCC2)C